N-arachidonoyl-aspartic acid C(CCC\C=C/C\C=C/C\C=C/C\C=C/CCCCC)(=O)N[C@@H](CC(=O)O)C(=O)O